(R)-N-(1-(1,1-difluoro-2,3-dihydro-1H-inden-4-yl)ethyl)-8-methoxy-7-(tetrahydro-2H-pyran-4-yl)pyrazolo[1,5-a]quinazolin-5-amine FC1(CCC2=C(C=CC=C12)[C@@H](C)NC1=NC=2N(C3=CC(=C(C=C13)C1CCOCC1)OC)N=CC2)F